di(methyl)-n-butyl(iso-butoxy)silane C[Si](OCC(C)C)(CCCC)C